5-(cyclopropylmethyl)-4-(6-(difluoromethyl)pyridin-3-yl)-2-(2-methyl-2H-indazol-5-yl)-3-oxo-3,5-dihydro-2H-pyrrolo[3,2-c]pyridazine-7-carbonitrile C1(CC1)CN1C=C(C2=NN(C(C(=C21)C=2C=NC(=CC2)C(F)F)=O)C2=CC1=CN(N=C1C=C2)C)C#N